C(C)OC(=O)C1=C2C(=NO1)C(=CC=C2)CBr 7-(bromomethyl)benzo[c]isoxazole-3-carboxylic acid ethyl ester